5-(1-(6-(4-(2-hydroxypropan-2-yl)-2-azabicyclo[2.1.1]hexan-2-yl)-2-(methoxymethyl)pyrimidin-4-yl)-1H-indazol-6-yl)spiro[2.3]hexane-5-carbonitrile OC(C)(C)C12CN(C(C1)C2)C2=CC(=NC(=N2)COC)N2N=CC1=CC=C(C=C21)C2(CC1(CC1)C2)C#N